FC1=C(C(=C(C=C1C1=NN(C2=NC(=NC=C21)N2C(COCC2)COC)C)C(F)(F)F)F)O 2,6-Difluoro-3-(6-(3-(methoxymethyl)morpholino)-1-methyl-1H-pyrazolo[3,4-d]pyrimidin-3-yl)-5-(trifluoromethyl)phenol